(E)-3-(4-bromophenyl)-1-(4-(4-morpholinobenzoyl)piperazin-1-yl)prop-2-en-1-one BrC1=CC=C(C=C1)/C=C/C(=O)N1CCN(CC1)C(C1=CC=C(C=C1)N1CCOCC1)=O